2-(2-cyclopropyl-3-((S)-tetrahydrofuran-3-yloxy)phenyl)-2-(3-(5-(5,6,7,8-tetrahydro-1,8-naphthyridin-2-yl)pentyloxy)azetidin-1-yl)acetic acid C1(CC1)C1=C(C=CC=C1O[C@@H]1COCC1)C(C(=O)O)N1CC(C1)OCCCCCC1=NC=2NCCCC2C=C1